5-(4-((9-(4-amino-5-methoxy-2-(1-methyl-1H-pyrazol-4-yl)phenyl)-3,9-diazaspiro[5.5]undecan-3-yl)methyl)piperidin-1-yl)-2-(2,6-dioxopiperidin-3-yl)-6-fluoroisoindoline-1,3-dione NC1=CC(=C(C=C1OC)N1CCC2(CCN(CC2)CC2CCN(CC2)C=2C=C3C(N(C(C3=CC2F)=O)C2C(NC(CC2)=O)=O)=O)CC1)C=1C=NN(C1)C